4-chloropicolinaldehyde ClC1=CC(=NC=C1)C=O